CC1=CC(=NN1C1=CC=C(C=C1)OC(F)(F)F)C1CC2CCC(C1)N2C(=O)OC(C)(C)C tert-butyl 3-[5-methyl-1-[4-(trifluoromethoxy)phenyl]pyrazol-3-yl]-8-azabicyclo[3.2.1]octane-8-carboxylate